(1-oxaspiro[2.5]oct-6-yl)carbamic acid tert-butyl ester C(C)(C)(C)OC(NC1CCC2(CO2)CC1)=O